(2S)-1-methyl-2-(6-methylpyridin-3-yl)pyrrolidin-1-ium citrate C(CC(O)(C(=O)[O-])CC(=O)[O-])(=O)[O-].C[NH+]1[C@@H](CCC1)C=1C=NC(=CC1)C.C[NH+]1[C@@H](CCC1)C=1C=NC(=CC1)C.C[NH+]1[C@@H](CCC1)C=1C=NC(=CC1)C